FC1=C2C3(CNC(C2=CC=C1C1C(C1)F)=O)CC3 5'-fluoro-6'-(2-fluorocyclopropyl)-2',3'-dihydro-1'H-spiro[cyclopropane-1,4'-isoquinolin]-1'-one